N=C(NO)C1CC1 N-[azanylidene(cyclopropyl)methyl]hydroxylamine